3-((S)-3-((benzyloxy)methyl)-7-oxo-3,4,7,9-tetrahydro-[1,4]oxazino[2,3-e]isoindol-8(2H)-yl)piperidine-2,6-dione C(C1=CC=CC=C1)OC[C@@H]1NC=2C(=C3CN(C(C3=CC2)=O)C2C(NC(CC2)=O)=O)OC1